CO[C@H]([C@](C(=O)O)(OC)C(C1=CC=CC=C1)=O)C(=O)O (-)-dimethylbenzoyl-L-tartaric acid